O=C1NC(CCC1NC=1C=C(CN2CCC(CC2)N2CCN(CC2)C2=CC3=C(N(C(=N3)NC(C3=CC(=CC=C3)C(F)(F)F)=O)C3CCC(CC3)CO)C=C2)C=CC1)=O N-(5-(4-(1-(3-((2,6-dioxopiperidin-3-yl)amino)benzyl)piperidin-4-yl)piperazin-1-yl)-1-((1s,4s)-4-(hydroxymethyl)cyclohexyl)-1H-benzo[d]imidazol-2-yl)-3-(trifluoromethyl)benzamide